COC1=C(C=CC(=C1)C=1C=NN(C1)C)NC=1N=CC2=C(N1)C(=NC=C2)NC2CCN(CC2)C N2-(2-methoxy-4-(1-methyl-1H-pyrazol-4-yl)phenyl)-N8-(1-methylpiperidin-4-yl)pyrido[3,4-d]pyrimidine-2,8-diamine